C(C(=C)C)(=O)OC(C)COC(C)COC(C)COC(C)COC(C)COC(C)COC(C)COC(C)COC(C(=C)C)=O Octapropylen glycol dimethacrylat